C1(CC(C(CC1)C(C)C)C(=O)O)C p-menthanecarboxylic acid